FC=1C(=C(C=C(C1)F)C1OCCO1)C(C)F (3,5-difluoro-2-(1-fluoroethyl)phenyl)-1,3-dioxolane